Methyl-carboxylate CC(=O)[O-]